2-methyl-6,8-bis(trifluoromethyl)quinazolin-4-amine CC1=NC2=C(C=C(C=C2C(=N1)N)C(F)(F)F)C(F)(F)F